C(C)(C)(C)OC(=O)N1[C@@H]2C(C[C@H]1CC2)CC(C)(C)O (1S,4R)-2-(2-hydroxy-2-methylpropyl)-7-azabicyclo[2.2.1]heptane-7-carboxylic acid tert-butyl ester